2,5-bis(4-hydroxy-3-fluorophenyl)selenophene-3-carbonitrile OC1=C(C=C(C=C1)C=1[Se]C(=CC1C#N)C1=CC(=C(C=C1)O)F)F